C(C)(C)N1N=C(C2=NC(=CC(=C21)NCC=2C=NN(C2)C)C=2C(=NC=CC2)OCCC)C 1-isopropyl-3-methyl-N-[(1-methylpyrazol-4-yl)methyl]-5-(2-propoxy-3-pyridinyl)pyrazolo[4,3-b]pyridin-7-amine